N=1ON=C2C1C=CC(=C2)COCC(=O)OC(C)(C)C.NC=2C=C(C=CC2)[Si](O[Si](C2=CC(=CC=C2)N)(C)C)(C)C 1,3-bis(m-aminophenyl) tetramethyldisiloxane tert-butyl 2-(2,1,3-benzoxadiazol-5-ylmethoxy)acetate